FC1=C(C2=C(SC(=C2)NC(OC(C)(C)C)=O)C=C1)C=1C2=C(C=3C=NC(=NC3C1F)OCC1(CC1)CN1CCC(CC1)=CF)COC2 tert-Butyl (5-fluoro-4-(5-fluoro-3-((1-((4-(fluoromethylidene)piperidin-1-yl)methyl)cyclopropyl)methoxy)-7,9-dihydrofuro[3,4-f]quinazolin-6-yl)benzo[b]thiophen-2-yl)carbamate